2-[(3-Fluoroazetidin-3-yl)methyl]-8-methyl-N-[(2S)-tetrahydrofuran-2-ylmethyl]-4,5-dihydro-2H-furo[2,3-g]indazol-7-carboxamid FC1(CNC1)CN1N=C2C3=C(CCC2=C1)OC(=C3C)C(=O)NC[C@H]3OCCC3